(E)-4-(3-(((8-fluoroquinoxalin-6-yl)methylene)amino)pyridin-4-yl)piperazine-1-carboxylic acid tert-butyl ester C(C)(C)(C)OC(=O)N1CCN(CC1)C1=C(C=NC=C1)/N=C/C=1C=C2N=CC=NC2=C(C1)F